BrC1=CC=C(C(=C1CCNC([O-])=O)F)OC1=NC=CC(=N1)C (6-Bromo-2-fluoro-3-((4-methylpyrimidin-2-yl)oxy)phenethyl)carbamate